C(C=O)(=O)OC=1C(=CC=CC1)OC guaiacol glyoxylate